2,4-dimethylfuran CC=1OC=C(C1)C